Tert-Butyl trans-3-(phenylthio)-4-(4-(trifluoromethyl)benzyloxy)pyrrolidine-1-carboxylate C1(=CC=CC=C1)S[C@@H]1CN(C[C@H]1OCC1=CC=C(C=C1)C(F)(F)F)C(=O)OC(C)(C)C